ClC1=CC=C2C(=C1)NC(C21N(C(C=2N=C(N(C21)C(C)C)C2=C(C=C(C=C2)CN(C)C)OC)=O)C2=C(C=CC(=C2)Cl)C)=O 6-chloro-5'-(5-chloro-2-methylphenyl)-2'-(4-((dimethylamino)methyl)-2-methoxyphenyl)-3'-isopropyl-3'h-spiro[indoline-3,4'-pyrrolo[3,4-d]imidazole]-2,6'(5'h)-dione